CN1C(C(CCC1=O)N1C(N(C2=C1C=CC=C2N2CCC(CC2)NC)C)=O)=O 1-Methyl-3-[3-methyl-4-[4-(methylamino)-1-piperidyl]-2-oxo-benzimidazol-1-yl]piperidine-2,6-dione